(1S,2R,3S,4S,6S)-N-(3,4-dichlorophenyl)-6-fluoro-3-(2-methylpyridin-4-yl)-7-oxabicyclo[2.2.1]Heptane-2-carboxamide ClC=1C=C(C=CC1Cl)NC(=O)[C@H]1[C@H]2[C@H](C[C@@H]([C@@H]1C1=CC(=NC=C1)C)O2)F